4-((R)-1-aminoethyl)-N-(pyridin-4-yl)cyclohexanamide N[C@H](C)C1CCC(CC1)C(=O)NC1=CC=NC=C1